4-(2-pyridinyl)phenylboronic acid N1=C(C=CC=C1)C1=CC=C(C=C1)B(O)O